(4'-Cyclopropyl-6'-methoxy-4-((((1S,2R,3S,4R,5S,6R,7R,8S)-4-(1-methyl-4-(trifluoromethyl)-1H-imidazol-2-yl)cuban-1-yl)methyl)amino)-[2,5'-bipyrimidin]-5-yl)dimethylphosphine oxide C1(CC1)C1=NC=NC(=C1C1=NC=C(C(=N1)NCC12C3C4C5(C3C1C5C24)C=2N(C=C(N2)C(F)(F)F)C)P(C)(C)=O)OC